tert-butyl 4-(3-oxo-4H-pyrido[4,3-b][1,4]oxazin-8-yl)piperidine-1-carboxylate O=C1NC2=C(OC1)C(=CN=C2)C2CCN(CC2)C(=O)OC(C)(C)C